1,4-dioxaspiro[4.5]dec-7-ene-8-ylmethanol O1CCOC12CC=C(CC2)CO